3-(6-phenoxy-1H-1,3-benzodiazol-2-yl)-N,N-bis(propan-2-yl)propenamide O(C1=CC=CC=C1)C=1C=CC2=C(NC(=N2)C=CC(=O)N(C(C)C)C(C)C)C1